C(#N)N1NN=C(C(=N1)C1=CC=C(C=C1)Br)C#N 3,6-dicyano-5-(4-bromophenyl)-1,2,4-triazazine